CC1(CC[C@@H](CO1)N)C (S)-6,6-Dimethyl-tetrahydro-pyran-3-ylamine